C[C@@H]1CC[C@@H]2[C@@H](C2(C)C)C3([C@@H]1CCC3C)O The molecule is a tricyclic sesquiterpenoid obtained by formal hydration across the endocyclic double bond of (-)-alpha-gurjunene It is a carbotricyclic compound, a sesquiterpenoid and a tertiary alcohol. It derives from a (-)-alpha-gurjunene.